1-docosanoyl-2-(6Z,9Z,12Z-octadecatrienoyl)-glycero-3-phospho-(1'-sn-glycerol) CCCCCCCCCCCCCCCCCCCCCC(=O)OC[C@H](COP(=O)(O)OC[C@H](CO)O)OC(=O)CCCC/C=C\C/C=C\C/C=C\CCCCC